(4-Hydroxy-2,2-dimethylpyrrolidin-1-yl)methanone OC1CC(N(C1)C=O)(C)C